5-{[2-(2-cyano-4-fluorophenyl)-2-azaspiro[3.3]heptan-6-yl]oxy}-2'-ethoxy-N-[2-(5-hydroxypyridin-3-yl)ethyl]-[2,3'-bipyridine]-6-carboxamide C(#N)C1=C(C=CC(=C1)F)N1CC2(C1)CC(C2)OC=2C=CC(=NC2C(=O)NCCC=2C=NC=C(C2)O)C=2C(=NC=CC2)OCC